O[C@@H]1[C@@H](COC1)NC(=O)C1=C(OC2=C1C=C(C=C2)OCC2=NC=CC=C2)C N-(cis-4-hydroxytetrahydrofuran-3-yl)-2-methyl-5-(pyridin-2-ylmethoxy)benzofuran-3-carboxamide